OC1=C(C=C(C=C1C(C)C)C(CCOC(CC)=O)CCCCC)C(C)C 3-(4-hydroxy-3,5-diisopropylphenyl)octylpropionate